FC1=CC=C(C=C1)N1C(=C(C2=C1C=C1C(=NNC1=C2)C)C=2C=NC(=CC2)S(=O)(=O)C)C(COC)(C)C 5-(4-fluorophenyl)-6-(2-methoxy-1,1-dimethyl-ethyl)-3-methyl-7-(6-methylsulfonyl-3-pyridyl)-1H-pyrrolo[2,3-f]indazole